N-((3,5-dimethoxybenzyl)oxy)-6-(4-ethoxyphenyl)-3-hydroxypyrazine-2-carboxamide COC=1C=C(CONC(=O)C2=NC(=CN=C2O)C2=CC=C(C=C2)OCC)C=C(C1)OC